N-(4-(7,8-dihydro-1,6-naphthyridine-6(5H)-yl)-2-(ethylsulfanyl)-6-methylphenyl)-3,3-dimethylbutyramide N1=CC=CC=2CN(CCC12)C1=CC(=C(C(=C1)C)NC(CC(C)(C)C)=O)SCC